2,2'-bis(4-cyanophenoxy)benzidine C(#N)C1=CC=C(OC2=C(C=CC(=C2)N)C2=C(C=C(N)C=C2)OC2=CC=C(C=C2)C#N)C=C1